C(C=C)(=O)N1[C@@H](COCC1)C=1C=C(C=C(C1)Cl)N1C(C(CC1)NC(OC(C)(C)C)=O)=O tert-butyl (1-(3-((R)-4-acryloylmorpholin-3-yl)-5-chlorophenyl)-2-oxopyrrolidin-3-yl)carbamate